FC1=CC=C(O[C@H]2C[C@]3([C@H](CN(C3)C[C@H](O)C=3C=C4CCC(NC4=CC3)=O)C2)O)C=C1 6-((R)-2-((3aR,5R,6aS)-5-(4-fluorophenoxy)-3a-hydroxyhexahydrocyclopenta[c]pyrrol-2(1H)-yl)-1-hydroxyethyl)-3,4-dihydroquinolin-2(1H)-one